ICCCCCCCCCCCCCCCOC1OCCCC1 2-(15-iodopentadecoxy)tetrahydropyran